N,N-bis(triisobutylsilyl)octadecylamine C(C(C)C)[Si](N([Si](CC(C)C)(CC(C)C)CC(C)C)CCCCCCCCCCCCCCCCCC)(CC(C)C)CC(C)C